FC(CC(=O)[O-])(F)F.COCCC(=O)[NH2+]C=1C=NN(C1)C 3-Methoxy-N-(1-methyl-1H-pyrazol-4-yl)propanamidium 3,3,3-trifluoropropanoate